(R)-4-(4-((1-(3-(difluoromethyl)-2-fluorophenyl)ethyl)amino)-2-methylpyrido[2,3-d]pyrimidin-6-yl)-5,6-dihydropyridine-1(2H)-carboxylic acid tert-butyl ester C(C)(C)(C)OC(=O)N1CC=C(CC1)C1=CC2=C(N=C(N=C2N[C@H](C)C2=C(C(=CC=C2)C(F)F)F)C)N=C1